(E)-3-(3,5-difluoro-4-(trifluoromethyl)phenyl)acrylic acid FC=1C=C(C=C(C1C(F)(F)F)F)/C=C/C(=O)O